1-(10-(4-((2-fluorobenzyl)oxy)phenoxy)-2,3-dihydro-4H-[1,4]oxazino[2,3-f]quinazolin-4-yl)prop-2-en-1-one FC1=C(COC2=CC=C(OC3=NC=NC4=CC=C5C(=C34)OCCN5C(C=C)=O)C=C2)C=CC=C1